C(C1CO1)OCC=C[Si](OC)(OC)OC gamma-(2,3-epoxypropoxy)propenyl-trimethoxysilane